ClC1=CC(=C(C=C1)C1=CC=C(C=C1)N1CCN(CC1)CC(C)C)N1CC(CCC1)N1N=CC(=C1C(F)(F)F)C(=O)OCC ethyl 1-[1-{4-chloro-4'-[4-(2-methylpropyl)piperazin-1-yl][1,1'-biphenyl]-2-yl} piperidin-3-yl]-5-(trifluoromethyl)-1H-pyrazole-4-carboxylate